BrC=1C=CC=C2CCC(CC12)=O 8-bromo-3,4-dihydronaphthalene-2(1H)-one